hydroxybutyl-2,3-epoxypropyl acrylate C(C=C)(=O)OC(C1CO1)CCCCO